Ethyl (3S)-3-(2-(5-(3-(dimethylamino)propyl)-2-oxo-4-(trifluoromethyl)pyridin-1(2H)-yl)-4-methylpentanamido)-3-(2,3',4-trifluoro-2',4',5,6'-tetramethyl-[1,1'-biphenyl]-3-yl)propanoate CN(CCCC=1C(=CC(N(C1)C(C(=O)N[C@@H](CC(=O)OCC)C=1C(=C(C=C(C1F)C)C1=C(C(=C(C=C1C)C)F)C)F)CC(C)C)=O)C(F)(F)F)C